(1R,2S,5S)-3-((S)-3,3-dimethyl-2-(2,2,2-trifluoroacetamido)butyryl)-6,6-dimethyl-3-azabicyclo[3.1.0]hexane-2-carboxylic acid CC([C@@H](C(=O)N1[C@@H]([C@H]2C([C@H]2C1)(C)C)C(=O)O)NC(C(F)(F)F)=O)(C)C